C(C1=CC=CC=C1)OC1=NC(=CC=C1C1=C(C=C(C=C1F)B1OC(C(O1)(C)C)(C)C)F)OCC1=CC=CC=C1 2,6-bis(benzyloxy)-3-(2,6-difluoro-4-(4,4,5,5-tetramethyl-1,3,2-dioxaborolan-2-yl)phenyl)pyridine